tert-butyl (4S)-3-oxo-6-azaspiro[3.4]octane-6-carboxylate O=C1CC[C@]12CN(CC2)C(=O)OC(C)(C)C